ClC1=C(C(=O)NC2CCC(CC2)NC2=CC(=NC3=CC=CC=C23)C(F)(F)F)C(=CC=C1)F 2-chloro-6-fluoro-N-[(1s,4s)-4-{[2-(trifluoromethyl)quinolin-4-yl]amino}cyclohexyl]benzamide